methyl p-morpholinobenzoate O1CCN(CC1)C1=CC=C(C(=O)OC)C=C1